C(C)(=O)ON1CCN(CCN(CC1)CCN1CCN(CCN(CC1)OC(C)=O)OC(C)=O)OC(C)=O 2'''-(ethane-1,2-diylbis(1,4,7-triazacyclononane-7,1,4-triyl)) tetraacetate